methyl 2-((benzo[d]thiazol-5-ylmethyl)(cyclopropyl(tetrahydro-2H-pyran-4-yl)methyl)amino)-2-oxoacetate S1C=NC2=C1C=CC(=C2)CN(C(C(=O)OC)=O)C(C2CCOCC2)C2CC2